ClC=1C=C(CNC2=NC(=NC3=CC=C(C=C23)C=2C(=NOC2C)C)C(=O)NC=2C=NC=C(C2)F)C=CC1 ((3-chlorobenzyl)amino)-6-(3,5-dimethylisoxazol-4-yl)-N-(5-fluoropyridine-3-yl)quinazoline-2-carboxamide